ClC1=C(OCCCOC2=CC=NN2)C(=CC(=C1)OCC=C(Cl)Cl)Cl 5-[3-[2,6-dichloro-4-(3,3-dichloro-allyloxy)phenoxy]propoxy]-1H-pyrazole